C(C)(=O)C1=CC=C(C=C1)C(C)=O 1,4-diacetyl-benzene